5-(prop-2-yn-1-yloxy)pyridinecarboxaldehyde C(C#C)OC=1C=CC(=NC1)C=O